COC(=O)C=1C=NN2C1N=C(C=C2C(F)F)C2=CC=C(C=C2)Br 5-(4-bromophenyl)-7-difluoromethylpyrazolo[1,5-a]pyrimidine-3-carboxylic acid methyl ester